FC(C(=O)N)(C1=CC=C(C=C1)C(C)C)F difluoro-2-(4-isopropylphenyl)acetamide